5-(5-ethyl-2-methyl-6-oxo-1,6-dihydro-pyridin-3-yl)-thiophene-2-sulfonic acid [3-(3-hydroxy-pyrrolidin-1-yl)-propyl]-amide hydrochloride Cl.OC1CN(CC1)CCCNS(=O)(=O)C=1SC(=CC1)C1=C(NC(C(=C1)CC)=O)C